C(C1=CC=CC=C1)OC1=C(C(=CC(=C1C)O)O)C(=O)N1CC2=CC=CC=C2C[C@@H]1CO (R)-(2-(benzyloxy)-4,6-dihydroxy-3-methylphenyl)(3-(hydroxymethyl)-3,4-dihydroisoquinolin-2(1H)-yl)methanone